Magnesium hydroxid Calcium hydroxid [OH-].[Ca+2].[OH-].[Mg+2]